(S)-1-(3,4,5-trimethoxyphenyl)-4-(3-tert-butyldimethylsilyloxy-4-methoxyphenyl)-3-methyleneazetidin-2-one COC=1C=C(C=C(C1OC)OC)N1C(C([C@@H]1C1=CC(=C(C=C1)OC)O[Si](C)(C)C(C)(C)C)=C)=O